N1,N1-dimethyl-N3-(6-phenyl-2-(1,2,3,6-tetrahydropyridin-4-yl)pyrimidin-4-yl)benzene-1,3-diamine CN(C1=CC(=CC=C1)NC1=NC(=NC(=C1)C1=CC=CC=C1)C=1CCNCC1)C